ClC1=CC=C(C=C1)CNCC=1C=CC=2N(C1)C=C(N2)CNC(=O)C=2OC1=CC=CC=C1C(C2)=O N-{[6-({[(4-chlorophenyl)methyl]amino}methyl)imidazo[1,2-a]pyridin-2-yl]methyl}-4-oxo-4H-chromene-2-carboxamide